2'-chloro-4'-(2-morpholinoethoxy)-4,5,5',6'-tetrahydro-2H-spiro[furan-3,8'-pyrano[3,4-b]pyridine] ClC1=CC(=C2C(=N1)C1(OCC2)COCC1)OCCN1CCOCC1